C(CN)CNCCN(CCCN)CCCN N,N,N'-tris(3-aminopropyl)ethylenediamine